C(C1=CC=CC=C1)O[C@@H](COCCOCCN1C(=CC(=C1)C1=NN(C2=CC=C(C=C12)O[Si](C)(C)C(C)(C)C)C1OCCCC1)C#N)C 1-[2-[2-[(2R)-2-benzyloxypropoxy]ethoxy]ethyl]-4-[5-[tert-butyl(dimethyl)silyl]oxy-1-tetrahydropyran-2-yl-indazol-3-yl]pyrrole-2-carbonitrile